[I-].C[N+]1=CC=C(C2=CC=CC=C12)C 1,4-dimethylquinolinium iodide